OC[C@H]1OC[C@H]([C@H]([C@H]1O)O)NC=1SC=CN1 (2R,3R,4R,5R)-2-(hydroxymethyl)-5-(thiazol-2-ylamino)tetrahydro-2H-pyran-3,4-diol